C(C1=CC=CC=C1)OCC(C(=O)O)(C(=O)O)C 2-((benzyloxy)methyl)-2-methylmalonic acid